C(C1=CC=CC=C1)OC1=C(C(N(C=C1)CC1=CC(=CC=C1)F)=O)C(F)(F)F 4-(benzyloxy)-1-(3-fluorobenzyl)-3-(trifluoromethyl)pyridin-2(1H)-one